C12CNCCC2CCCC1 3-azabicyclo[4.4.0]decane